2-(5-Fluoro-2-hydroxyphenyl)-2-(6-(4-(1-methylpiperidin-4-yl)phenyl)-4-oxoquinazolin-3(4H)-yl)-N-(pyridin-2-yl)acetamide FC=1C=CC(=C(C1)C(C(=O)NC1=NC=CC=C1)N1C=NC2=CC=C(C=C2C1=O)C1=CC=C(C=C1)C1CCN(CC1)C)O